NC=1N=NC(=CC1N1CC(C(CC1)C)C1=CC=C(C(=O)OC)C=C1)C1=C(C=CC=C1)O Methyl 4-(1-(3-amino-6-(2-hydroxyphenyl)pyridazin-4-yl)-4-methylpiperidin-3-yl)benzoate